(2-acryloyloxyethyl)trimethylammonium bis(trifluoromethylsulfonyl)imide salt [N-](S(=O)(=O)C(F)(F)F)S(=O)(=O)C(F)(F)F.C(C=C)(=O)OCC[N+](C)(C)C